5-methyl-2-(3-phenyl-1H-indol-1-yl)aniline CC=1C=CC(=C(N)C1)N1C=C(C2=CC=CC=C12)C1=CC=CC=C1